NC=1C=C2CCC(N(C2=CC1)CC1=C(C#N)C=CC(=C1)C(F)(F)F)=O 2-[(6-amino-2-oxo-3,4-dihydroquinolin-1-yl)methyl]-4-(trifluoromethyl)benzonitrile